{3,8,10-trifluoro-6-methyl-11H-chromeno[4,3-b]indol-6-yl}methanol FC1=CC=C2C(=C1)OC(C1=C2NC2=C(C=C(C=C12)F)F)(C)CO